Rac-N-{2-fluoro-6-[4-(propan-2-yl)piperazin-1-yl]phenyl}-3-methyl-4-(4-methylphenyl)piperidine-1-carboxamide FC1=C(C(=CC=C1)N1CCN(CC1)C(C)C)NC(=O)N1CC(C(CC1)C1=CC=C(C=C1)C)C